CC(=C)C1=CC=C(C=C1)C(F)(F)F alpha-methyl-p-trifluoromethyl-styrene